2-chloro-6-cyclopropyl-pyridine-3-carboxylic acid ethyl ester C(C)OC(=O)C=1C(=NC(=CC1)C1CC1)Cl